2-(trifluoromethyl)pyrimidine-4-carboxamide FC(C1=NC=CC(=N1)C(=O)N)(F)F